FC=1C=C(C=NC1)[C@H](CNC(C[C@H]1CN(CC1)S(=O)(=O)C)(C)C)O (R)-1-(5-Fluoropyridin-3-yl)-2-((2-methyl-1-((S)-1-(methylsulfonyl)-pyrrolidin-3-yl)propan-2-yl)amino)ethan-1-ol